C(CC)OC(C(C)O)O propoxypropylene glycol